3-AMINO-2-METHYLACRYLALDEHYDE NC=C(C=O)C